furan-4-yl (E)-4-hydroxy-2-methylbutan-2-enoate OC/C=C(/C(=O)OC=1C=COC1)\C